COC(COC=1C=CC=2N(C1)N=CC2C2CCN(CC2)C(=O)OC(C)(C)C)=O tert-butyl 4-(6-(2-methoxy-2-oxoethoxy)pyrazolo[1,5-a]pyridin-3-yl)piperidine-1-carboxylate